ClC=1N=CC(=NC1)NCCOCCOCCNC(OC(C)(C)C)=O tert-Butyl (2-(2-(2-((5-chloropyrazin-2-yl)amino)ethoxy)ethoxy)ethyl)carbamate